1-[[4-[[2-(trifluoromethyl)-1,3-dioxolan-2-yl]methoxy]phenyl]methyl]-1H-pyrazole-4-methanol FC(C1(OCCO1)COC1=CC=C(C=C1)CN1N=CC(=C1)CO)(F)F